nona-2,5-diyn-1-ol C(C#CCC#CCCC)O